ClC1(CC1)C(CC1=C(C=CC=C1)Cl)=O 1-(1-chlorocyclopropyl)-2-(2-chlorophenyl)ethanone